3-((2R)-2-((2-fluoro-3-methoxy-2-methylpropyl)amino)propyl)-2-methylaniline FC(CN[C@@H](CC=1C(=C(N)C=CC1)C)C)(COC)C